3-aminobenzeneboronic acid pinacol ester NC=1C=C(C=CC1)B1OC(C)(C)C(C)(C)O1